ClC=1N=NC(=C(C1CCC(=O)N[C@H]1CN(CCC1)C)C)Cl 3-(3,6-dichloro-5-methyl-1,2-diazin-4-yl)-N-[(3R)-1-methylhexahydropyridin-3-yl]propanamide